ethyl 2-((6-hydroxypyridin-3-yl)methyl)oxazole-4-carboxylate OC1=CC=C(C=N1)CC=1OC=C(N1)C(=O)OCC